methyl (1S,2R,4S)-4-azido-2-methoxycyclohexanecarboxylate N(=[N+]=[N-])[C@@H]1C[C@H]([C@H](CC1)C(=O)OC)OC